Cl.N1C=CC2=CC=CC=C12 Indole Hydrochloride